2-(((butylsulfanyl)thiocarbonyl)thio)-2-methylpropionic acid C(CCC)SC(=S)SC(C(=O)O)(C)C